2'-(2-chloropyridin-4-yl)-5',6'-dihydrospiro[piperidine-3,7'-pyrrolo[3,2-c]pyridin]-4'(1'H)-one ClC1=NC=CC(=C1)C1=CC=2C(NCC3(C2N1)CNCCC3)=O